3-methyl-3-(cyclohexylmethyl)-1-(ethylsulfonyl)-5-bromoindoline CC1(CN(C2=CC=C(C=C12)Br)S(=O)(=O)CC)CC1CCCCC1